FC(C(N1CCC(CC1)NC(CC1CCOCC1)=O)=O)(F)C=1C=C(C(=O)NC2=CC(=C(C=C2)F)C)C=CC1F 3-(1,1-difluoro-2-oxo-2-(4-(2-(tetrahydro-2H-pyran-4-yl)acetamido)piperidin-1-yl)ethyl)-4-fluoro-N-(4-fluoro-3-methylphenyl)benzamide